O=C1NC(CCC1NC1=CC(=C(C=C1OC)N1CCN(CC1)CCC1CCN(CC1)NC(=O)C1=NC=CC(=C1)OC)F)=O N-(4-(2-(4-(4-((2,6-dioxo-3-piperidinyl)amino)-2-fluoro-5-methoxy-phenyl)piperazin-1-yl)ethyl)-1-piperidinyl)-4-methoxy-pyridine-2-carboxamide